C(C)(C)[C@]1(C(NC(N1)=O)=O)C1=CC=C(C=C1)C(=O)N1CCC(CC1)C1=NNC(=C1)C1=NC=C(C=C1)C (R)-5-isopropyl-5-(4-{4-[5-(5-methylpyridin-2-yl)-1H-pyrazol-3-yl]piperidine-1-carbonyl}phenyl)imidazolidine-2,4-dione